FC1=C(C=CC(=C1)OC)C 2-fluoro-4-methoxy-1-methylbenzene